COC=1C=C(C=NC1[N+](=O)[O-])OC=1C=C2C(=NC=NC2=CC1)NCCO 2-((6-((5-methoxy-6-nitropyridin-3-yl)oxy)quinazolin-4-yl)amino)ethan-1-ol